3,5-dichloro-4-(3-((3-chloro-5-(trifluoromethyl)pyridin-2-yl)oxy)propoxy)phenol ClC=1C=C(C=C(C1OCCCOC1=NC=C(C=C1Cl)C(F)(F)F)Cl)O